4-((7-Bromoquinolin-4-yl)oxy)-2,5-difluoroaniline BrC1=CC=C2C(=CC=NC2=C1)OC1=CC(=C(N)C=C1F)F